C(C)(C)(C)OC(=O)NC[B-](F)(F)F.[K+] potassium (tert-butoxycarbonylamino)methyl-trifluoro-boranuide